5-Methoxybenzo[D]isothiazole-3-carboxylic acid ethyl ester 1,1-dioxide C(C)OC(=O)C1=NS(C2=C1C=C(C=C2)OC)(=O)=O